3-(5-(4-((2,7-diazaspiro[3.5]nonan-2-yl)methyl)piperidin-1-yl)-1-oxoisoindolin-2-yl)piperidine-2,6-dione C1N(CC12CCNCC2)CC2CCN(CC2)C=2C=C1CN(C(C1=CC2)=O)C2C(NC(CC2)=O)=O